OCCN(C1=CC=C(C=C1)/C=C/C(=O)C1=CC=C(C=C1)NC(CCCCCCCCC=C)=O)C N-[4-[(E)-3-[4-[2-Hydroxyethyl(methyl)amino]phenyl]prop-2-enoyl]phenyl]undec-10-enamide